5-amino-N-((1R)-1-(2-pyrimidinyl)ethyl)-N-((5-(trifluoromethyl)-2-pyridinyl)methyl)benzo[c][2,6]naphthyridine-9-carboxamide NC1=NC2=C(C3=CN=CC=C13)C=C(C=C2)C(=O)N(CC2=NC=C(C=C2)C(F)(F)F)[C@H](C)C2=NC=CC=N2